tert-butyl 6-(4-chloropyridin-3-yl)-2,6-diazaspiro[3.3]heptane-2-carboxylate cyclopentyl-(2S)-6-diazo-2-((2S)-2-(methylsulfinyl)propanamido)-5-oxohexanoate C1(CCCC1)OC([C@H](CCC(C=[N+]=[N-])=O)NC([C@H](C)S(=O)C)=O)=O.ClC1=C(C=NC=C1)N1CC2(CN(C2)C(=O)OC(C)(C)C)C1